O1C(CCCC1)CO tetrahydropyranmethanol